4,4'-[(4-hydroxy-3-methoxyphenyl)methylene]bisphenol OC1=C(C=C(C=C1)C(C1=CC=C(C=C1)O)C1=CC=C(C=C1)O)OC